5-(2-fluoro-6-hydroxy-3-(1-methyl-1H-indazol-5-yl)phenyl)-1,2,5-thiadiazolidin-3-one 1,1-dioxide FC1=C(C(=CC=C1C=1C=C2C=NN(C2=CC1)C)O)N1CC(NS1(=O)=O)=O